(2,2-dimethylcyclopropyl)methanol CC1(C(C1)CO)C